(1R,2R,3aR,13aR)-1-(bromomethyl)-1,12-dihydroxy-2-(hydroxymethyl)-7,13a-dimethoxy-5-methyl-1,2,3a,4,8,9,10,13a-octahydro-11H-2,4-epoxyfuro[3,2-b]naphtho[2,3-h]chromen-11-one BrC[C@]1([C@]2(O[C@H]3[C@]1(OC1=C4C(=CC(=C1C3O2)C)C(=C2CCCC(C2=C4O)=O)OC)OC)CO)O